ClC=1C(=NC=C(C1)Cl)N1CC=2C(CC1)=NN(C2C2=C1C=CNC1=CC=C2)C2=C(C=CC=C2C)C 5-(3,5-dichloro-2-pyridinyl)-2-(2,6-dimethylphenyl)-3-(1H-indol-4-yl)-6,7-dihydro-4H-pyrazolo[4,3-c]pyridine